Methyl 3-(4-fluoro-2-(3-fluorophenyl)pyrrolidine-1-carbonyl)-bicyclo[1.1.1]pentane-1-carboxylate FC1CC(N(C1)C(=O)C12CC(C1)(C2)C(=O)OC)C2=CC(=CC=C2)F